C1(CC1)C=1NC(=NN1)C1CC2(CN(C2)C(=O)N2CCC(CC2)OCC2=C(C=C(C#N)C=C2)OC)C1 4-[[1-[6-(5-cyclopropyl-4H-1,2,4-triazol-3-yl)-2-azaspiro[3.3]heptane-2-carbonyl]-4-piperidyl]oxymethyl]-3-methoxy-benzonitrile